6-(3-Bromo-1-(3-chloropyridin-2-yl)-1H-pyrazol-5-carboxamido)-N-(2,2,2-trifluoroethyl)pyrazolo[1,5-a]pyridin-7-carboxamid BrC1=NN(C(=C1)C(=O)NC=1C=CC=2N(C1C(=O)NCC(F)(F)F)N=CC2)C2=NC=CC=C2Cl